C(#N)C1=CC=C(C=C1)C1=C(C=C(C=C1)C(F)(F)F)NS(=O)(=O)C=1C=C(C(=O)OC)C=CC1OC methyl 3-(N-(4'-cyano-4-(trifluoromethyl)-[1,1'-biphenyl]-2-yl)sulfamoyl)-4-methoxybenzoate